FC=1C=C(C=CC1)C1(CC1)C=1NC(C=2CN(CCCC2N1)C(C(C1=CC(=CC=C1)OC1=CC=CC=C1)O)=O)=O 2-(1-(3-fluorophenyl)cyclopropyl)-6-(2-hydroxy-2-(3-phenoxyphenyl)acetyl)-3,5,6,7,8,9-hexahydro-4H-pyrimido[5,4-c]azepin-4-one